NC=1C2=C(N=CN1)N(C(=C2C2=CC(=C(C(=C2)F)OC2=NC=CC(=N2)C)F)C2=CC=C(C=C2)NC(C(=C)C2CC2)=O)C N-(4-(4-amino-5-(3,5-difluoro-4-((4-methylpyrimidin-2-yl)oxy)phenyl)-7-methyl-7H-pyrrolo[2,3-d]pyrimidin-6-yl)phenyl)-2-cyclopropylacrylamide